2-methylbenzyl-1-(tert-butyl)-1H-1,2,3-triazole-4-carboxamide CC1=C(CC2=C(N=NN2C(C)(C)C)C(=O)N)C=CC=C1